Azobis(2-Amidinopropane) Dihydrochloride CC(CN=NCC(C)C(=N)N)C(=N)N.Cl.Cl